2-hydroxy-4-[(3S)-2-oxopiperidin-3-yl]Butyramide hydrochloride Cl.OC(C(=O)N)CC[C@H]1C(NCCC1)=O